CN(C)C[C@H]1NCCC1 (S)-2-(dimethylaminomethyl)pyrrolidine